C(C)(SC1=CC=C(C=C1)S(N(C)C)(=O)=O)=O S-(4-(N,N-dimethylsulfamoyl)phenyl) ethanethioate